NC1=CC(=C(C(=N1)C1=C(C=C2C(=NC=NC2=C1)N1CC(NCC1)C#N)Cl)C(F)(F)F)C 4-[7-[6-amino-4-methyl-3-(trifluoromethyl)-2-pyridinyl]-6-chloro-quinazolin-4-yl]Piperazine-2-carbonitrile